N-(2-((5-chloro-2-(((6aS,8R)-2-methoxy-8-morpholino-6,6a,7,8,9,10-hexahydrobenzo[b]pyrido[1,2-d][1,4]oxazin-3-yl)amino)pyrimidin-4-yl)amino)phenyl)methanesulfonamide ClC=1C(=NC(=NC1)NC=1C(=CC2=C(OC[C@H]3N2CC[C@H](C3)N3CCOCC3)C1)OC)NC1=C(C=CC=C1)NS(=O)(=O)C